1-(6-bromo-2,4-dimethylpyridin-3-yl)-4-methylpiperazine BrC1=CC(=C(C(=N1)C)N1CCN(CC1)C)C